2-(4-(3-bromophenyl)piperazin-1-yl)-N-(pyridin-2-ylmethyl)ethan-1-amine BrC=1C=C(C=CC1)N1CCN(CC1)CCNCC1=NC=CC=C1